FC1=C(C=C(C=C1)F)\C(\C)=N\[S@@](=O)C(C)(C)C (S,E)-N-(1-(2,5-difluorophenyl)ethylidene)-2-methylpropane-2-sulfinamide